N-(4-hydroxy-3-((3-hydroxypropyl)sulfonamido)phenyl)-4'-(trifluoromethyl)-[1,1'-biphenyl]-4-carboxamide OC1=C(C=C(C=C1)NC(=O)C1=CC=C(C=C1)C1=CC=C(C=C1)C(F)(F)F)NS(=O)(=O)CCCO